ClC1=CC=C(C=C1)[C@@H]1[C@@H](O[C@H](C(N1C=1C=NNC1)=O)CC1=CC=C(C=C1)F)C1=CC=C(C=C1)Cl (2S,5R,6S)-5,6-bis(4-chlorophenyl)-2-(4-fluorobenzyl)-4-(1H-pyrazol-4-yl)morpholin-3-one